(R)-4-(6-(3-aminopyrrolidine-1-carbonyl)-2-(p-tolyl)imidazo[1,2-a]pyridin-3-yl)benzonitrile N[C@H]1CN(CC1)C(=O)C=1C=CC=2N(C1)C(=C(N2)C2=CC=C(C=C2)C)C2=CC=C(C#N)C=C2